tert-butyl 4-[2-(cyclopropylamino)-7-oxo-8-tetrahydropyran-4-yl-pyrido[2,3-d]pyrimidin-6-yl]-8-methyl-2,3-dihydroquinoxaline-1-carboxylate C1(CC1)NC=1N=CC2=C(N1)N(C(C(=C2)N2CCN(C1=C(C=CC=C21)C)C(=O)OC(C)(C)C)=O)C2CCOCC2